CN1CCN(CC1)C1=NC=C(C=O)C=C1 6-(4-methylpiperazin-1-yl)nicotinaldehyde